3-bromo-1-(4-fluorophenyl)-6-oxo-1,6-dihydropyridine-2-carboxylic acid methyl ester COC(=O)C=1N(C(C=CC1Br)=O)C1=CC=C(C=C1)F